triethoxy(7-octen-1-yl)silane C(C)O[Si](CCCCCCC=C)(OCC)OCC